6-(3-(isothiazol-5-yl)-7,8-dihydro-1,6-naphthyridin-6(5H)-yl)-4,5-dimethylpyridazine S1N=CC=C1C=1C=NC=2CCN(CC2C1)C1=C(C(=CN=N1)C)C